[Br-].FC1=C(C[Zn+])C(=CC(=C1)F)OCCOC (2,4-difluoro-6-(2-methoxyethoxy)benzyl)zinc (II) bromide